ClC=1C=C2C(=NC=NC2=C(C1C1=C(C=CC(=C1)Cl)OC)F)N1CCN(CC1)C(=O)C=1OC(=CC1)[N+](=O)[O-] (4-(6-chloro-7-(5-chloro-2-methoxyphenyl)-8-fluoroquinazolin-4-yl)piperazin-1-yl)(5-nitrofuran-2-yl)methanone